NC1=CC=C(OC2=C(C=CC(=C2)OC2=CC=C(C=N2)N)C2=CC=CC=C2)C=C1 6-((2-(4-aminophenoxy)-[1,1'-biphenyl]-4-yl)oxy)pyridin-3-amine